CN(C(=O)N(CCCCC)CCCCC)C1=CC=CC=C1 N-methylphenyl-N',N'-dipentylurea